ClC1=CC=C(C=C1)C(N1C[C@@H](N(C[C@H]1C)C1=C2N=C(N(C2=NC(=N1)Cl)C[C@H]1OCCC1)C)C)C1=CC=C(C=C1)Cl 6-((2S,5R)-4-(Bis(4-chlorophenyl)methyl)-2,5-dimethylpiperazin-1-yl)-2-chloro-8-methyl-9-(((S)-tetrahydrofuran-2-yl)methyl)-9H-purine